CC[N+](CC)(CC)C1=CC=CC=C1.[I-] N,N,N-triethylanilinium iodide